C(C)(C)(C)OC(CCCCCCOC1=NOC(=C1)C(=O)OC)=O Methyl 3-((7-(tert-butoxy)-7-oxoheptyl)oxy)isoxazole-5-carboxylate